NCCCCCCCCCCCCC(C)O Aminododecylethanol